O=C1NC(CC[C@H]1N1CC2=CC=C(C(=C2C1=O)F)CNC(OC1CC(C1)N1N=C(C=C1C(F)(F)F)C)=O)=O (1r,3r)-3-(3-methyl-5-(trifluoromethyl)-1H-pyrazol-1-yl)cyclobutyl ((2-(2,6-dioxopiperidin-3-yl)-4-fluoro-3-oxoisoindolin-5-yl)methyl)carbamate